2-((S)-1-aminoethyl)-5-chloro-3-(2-(hydroxymethyl)cyclopropyl)quinazolin-4(3H)-one N[C@@H](C)C1=NC2=CC=CC(=C2C(N1C1C(C1)CO)=O)Cl